FC(C(=O)[O-])(F)F.C[NH+](CC1=CC=C(C=C1)N1N=C2C=CC=C3C2=C1CCNC3=O)C N,N-dimethyl[4-(6-oxo-3,4,5,6-tetrahydro-2H-azepino[5,4,3-cd]indazol-2-yl)phenyl]methanaminium trifluoroacetate